2-[4-[(3R)-3-[4-[6-[8-(1,3-benzothiazol-2-ylcarbamoyl)-3,4-dihydro-1H-isoquinolin-2-yl]-2-tert-butoxycarbonyl-3-pyridyl]-3-methyl-phenoxy]butyl]-1-piperidyl]acetic acid S1C(=NC2=C1C=CC=C2)NC(=O)C=2C=CC=C1CCN(CC21)C2=CC=C(C(=N2)C(=O)OC(C)(C)C)C2=C(C=C(O[C@@H](CCC1CCN(CC1)CC(=O)O)C)C=C2)C